glycerol monosodium glutamate N[C@@H](CCC(=O)O)C(=O)[O-].[Na+].OCC(O)CO